diethanolamine, dihydrochloride Cl.Cl.N(CCO)CCO